C(C)(=O)O[C@H]1CC2=C(N(C3=C1C=CC=C3)C(=O)N)C=CC=C2 (S)-10-acetoxy-10,11-dihydro-5H-dibenz[b,f]azepine-5-carboxamide